2-(2-((5-(3-(aminomethyl)phenyl)-7-(difluoromethyl)benzofuran-3-yl)methoxy)phenyl)acetic acid NCC=1C=C(C=CC1)C=1C=C(C2=C(C(=CO2)COC2=C(C=CC=C2)CC(=O)O)C1)C(F)F